methyl 4-(bis(tert-butyloxycarbonyl)amino)-7-methylbenzofuran-6-carboxylate C(C)(C)(C)OC(=O)N(C1=CC(=C(C2=C1C=CO2)C)C(=O)OC)C(=O)OC(C)(C)C